ClC1=CC=C(C=C1)C(C(N1CCC2=CC=C(C=C12)OC(F)(F)F)=O)NC=1C=C(OC[C@@H]2[C@H](C2)C(=O)OC)C=C(C1)OC |o1:30,31| (1S*,2S*)-methyl 2-((3-((1-(4-chlorophenyl)-2-oxo-2-(6-(trifluoromethoxy)indolin-1-yl)ethyl)amino)-5-methoxyphenoxy)methyl)-cyclopropanecarboxylate